(S)-9-Benzyl-4-ethyl-2-methyl-1-oxa-4,9-diazaspiro[5.5]undecan-3-on C(C1=CC=CC=C1)N1CCC2(CN(C([C@@H](O2)C)=O)CC)CC1